3''-tert-Butyl-4'-(2-hydroxyethoxy)-4''-pyrrolidin-1-yl[1,1':3',1'']terphenyl-4-carboxylic acid C(C)(C)(C)C=1C=C(C=CC1N1CCCC1)C=1C=C(C=CC1OCCO)C1=CC=C(C=C1)C(=O)O